(S)-N-(3-(((1H-1,2,3-triazol-4-yl)methyl)carbamoyl)-8-(2-chloro-5-fluorophenyl)-6-oxo-5,6,7,8-tetrahydroimidazo[1,5-a]pyrazin-1-yl)benzo[d]isothiazole-3-carboxamide N1N=NC(=C1)CNC(=O)C1=NC(=C2N1CC(N[C@H]2C2=C(C=CC(=C2)F)Cl)=O)NC(=O)C2=NSC1=C2C=CC=C1